O=C1N(N=C(C=C1C(=O)OC)C1=CC=C(C=C1)C(F)(F)F)C=1C=NC=CC1 Methyl 3-oxo-2-(pyridin-3-yl)-6-[4-(trifluoromethyl) phenyl]-2,3-dihydropyridazine-4-carboxylate